di(2-tetrahydrofuranyl)propane O1C(CCC1)C(C)(C)C1OCCC1